R or S-mandelic acid C([C@H](O)C1=CC=CC=C1)(=O)O |o1:1|